COC=1C=C(C=CC1OC)C1=C(C=2C(=NC=C(N2)C2CCN(CC2)C2CCN(CC2)C(C)C)N1)CC 6-(3,4-dimethoxyphenyl)-7-ethyl-2-(1'-isopropyl-[1,4'-bipiperidin]-4-yl)-5H-pyrrolo[2,3-b]pyrazine